C1OCC12CN(C2)CC2=CC=C(C=C2)C2(N=C(C1=C(N2)SC=C1C)NC1(CC1)C)N 2-(4-((2-oxa-6-azaspiro[3.3]heptan-6-yl)methyl)phenyl)-5-methyl-N4-(1-methylcyclopropyl)thieNo[2,3-d]pyrimidine-2,4-diamine